ClC1=C2C=C(NC2=C(C=C1F)F)C(=O)OCC ethyl 4-chloro-5,7-difluoro-1H-indole-2-carboxylate